N-(3-fluoro-2'-hydroxy-3'-(2-(piperazin-1-yl)oxazol-5-yl)-[1,1'-biphenyl]-4-yl)acetamide FC=1C=C(C=CC1NC(C)=O)C1=C(C(=CC=C1)C1=CN=C(O1)N1CCNCC1)O